tri(hydroxypropyl)phosphine OCCCP(CCCO)CCCO